C[C@H]1N[C@@H](CC(C1)N1C(C2=C(N=C(N=C2)C2=CC3=CN(N=C3C(=C2O)C)C)C=C1)=O)C 6-[(2R,6R)-2,6-dimethyl-4-piperidyl]-2-(6-hydroxy-2,7-dimethyl-indazol-5-yl)pyrido[4,3-d]pyrimidin-5-one